16-(2-(diethylamino)ethyl)-10,22-dihexyl-12,20-dioxo-11,13,19,21-tetraoxa-16-azahentriacontanedioate C(C)N(CCN(CCOC(OC(CCCCCCCCC(=O)[O-])CCCCCC)=O)CCOC(OC(CCCCCCCCC(=O)[O-])CCCCCC)=O)CC